3-(sec-butyl)-4-(3-hydroxyazetidine-1-carbonyl)-1,3,4,5-tetrahydro-2H-benzo[1,4]diazepin-2-one C(C)(CC)C1C(NC2=C(CN1C(=O)N1CC(C1)O)C=CC=C2)=O